CN1N=NN=C1C=1C(=NC(=C(C(=O)N)C1)C(F)(F)F)SC (1-methyl-1H-tetrazol-5-yl)-6-(methylthio)-2-(trifluoromethyl)nicotinamide